1-(5-(3-(6-(4-isopropyl-4H-1,2,4-triazol-3-yl)pyridin-2-yl)-2-oxoimidazolidin-1-yl)pyridin-2-yl)-N-methylpiperidine-4-carboxamide C(C)(C)N1C(=NN=C1)C1=CC=CC(=N1)N1C(N(CC1)C=1C=CC(=NC1)N1CCC(CC1)C(=O)NC)=O